Cl.NC1CCN(CC1)S(=O)(=O)C1=CC(=C(C#N)C=C1)CC(CN1CCC(CC1)C1=CC=C2C(=NN(C2=C1)C)N1C(NC(CC1)=O)=O)C 4-((4-Aminopiperidin-1-yl)sulfonyl)-2-(3-(4-(3-(2,4-dioxotetrahydropyrimidin-1(2H)-yl)-1-methyl-1H-indazol-6-yl)piperidin-1-yl)-2-methylpropyl)benzonitrile hydrochloride